FC=1C(=C(C(=O)O)C=C(C1)F)N1N=CC=N1 3,5-Difluoro-2-[1,2,3]triazol-2-yl-benzoic acid